sodium methylolacrylate C(O)OC(C=C)=O.[Na]